(7S)-3-((7-isopropyl-4,8-dimethyl-6-oxo-5,6,7,8-tetrahydropteridin-2-yl)amino)-N-(3,4,5-trifluorophenyl)azetidine-1-carboxamide C(C)(C)[C@H]1C(NC=2C(=NC(=NC2N1C)NC1CN(C1)C(=O)NC1=CC(=C(C(=C1)F)F)F)C)=O